tert-butyl (1-(4-amino-2-fluorophenyl)piperidin-4-yl)carbamate NC1=CC(=C(C=C1)N1CCC(CC1)NC(OC(C)(C)C)=O)F